(1,1,2,2,2-pentafluoroethyl)thiophene-3-carboxylate FC(C(F)(F)F)(F)OC(=O)C1=CSC=C1